3-ethynyl-2-fluoro-6-(4-((cis-3-hydroxy-3-methylcyclobutyl)amino)-5,6,7,8-tetrahydrophthalazin-1-yl)phenol C(#C)C=1C(=C(C(=CC1)C1=NN=C(C=2CCCCC12)NC1CC(C1)(C)O)O)F